2-amino-6-(2-chloro-4-methylphenyl)-1H-benzo[d]imidazole-4-carboxylic acid methyl ester COC(=O)C1=CC(=CC=2NC(=NC21)N)C2=C(C=C(C=C2)C)Cl